O=C1NC(CCC1NC1=C(C=O)C=CC=N1)=O 2-((2,6-dioxopiperidin-3-yl)amino)nicotinaldehyde